N1(CCNCC1)C1=NC=CC=C1 (piperazin-1-yl)pyridin